CC1(N(CCC1)CCNC(=O)C=1C=C(C(=NC1)C)C=1N2C(SC1C=1C(=NC=CC1)OC)=C(C=N2)C(=O)N)C (5-((2-(2,2-dimethylpyrrolidin-1-yl)ethyl)carbamoyl)-2-methylpyridin-3-yl)-2-(2-methoxypyridin-3-yl)pyrazolo[5,1-b]thiazole-7-carboxamide